NC=1OC2=C(N1)C=CC=C2 2-aminobenzoOxazole